(3-carbamoyl-1'-cyclopropyl-1H,1'H-[4,4'-bipyrazolyl]-1-yl)acetic acid C(N)(=O)C1=NN(C=C1C=1C=NN(C1)C1CC1)CC(=O)O